FC(C(=O)O)(F)F.N[C@@H]1CN(CCC1)C=1C=CC(=NC1)N(C)C 5-[(3S)-3-aminopiperidin-1-yl]-N,N-dimethylpyridin-2-amine trifluoroacetate